7-chloro-N-(4-(5-(2-methoxyethoxy)-4-(methylsulfonyl)thiophen-2-yl)-5-(trifluoromethyl)pyrimidin-2-yl)-2-methyl-1,2,3,4-tetrahydroisoquinolin-6-amine ClC1=C(C=C2CCN(CC2=C1)C)NC1=NC=C(C(=N1)C=1SC(=C(C1)S(=O)(=O)C)OCCOC)C(F)(F)F